Tert-butyl 5-[[6-[[2-(tert-butoxycarbonylamino)acetyl]amino]-5-fluoro-3-pyridyl]sulfonyl-[(4-methoxyphenyl)methyl]amino]thiazole-4-carboxylate C(C)(C)(C)OC(=O)NCC(=O)NC1=C(C=C(C=N1)S(=O)(=O)N(C1=C(N=CS1)C(=O)OC(C)(C)C)CC1=CC=C(C=C1)OC)F